(3R,5R,8R,9R,10S,13S,14S,17S)-3-(ethoxymethyl)-3-hydroxy-13-methyl-N-(3-(trifluoromethyl)pyridin-2-yl)hexadecahydro-1H-cyclopenta[a]phenanthrene-17-carboxamide C(C)OC[C@]1(CC[C@@H]2[C@H]3CC[C@@]4([C@H](CC[C@H]4[C@@H]3CC[C@@H]2C1)C(=O)NC1=NC=CC=C1C(F)(F)F)C)O